OC1=CC=2C(C3=CC=C(C=C3C(C2C=C1)=O)O)=O 2,6-Dihydroxy-9,10-anthraquinone